O[C@@H]([C@H]1O[C@H]([C@@H]([C@@]1(O)C)O)N1C=CC2=C1N=CN=C2C)C2=CC=C(C=C2)OC(F)(F)F (2R,3S,4R,5R)-2-((R)-hydroxy(4-(trifluoromethoxy)phenyl)methyl)-3-methyl-5-(4-methyl-7H-pyrrolo[2,3-d]pyrimidin-7-yl)tetrahydrofuran-3,4-diol